Dichloro(1,1'-bis(Diphenylphosphino)ferrocene) palladium(II) [Pd+2].ClC1=C([C-](C=C1)P(C1=CC=CC=C1)C1=CC=CC=C1)Cl.[C-]1(C=CC=C1)P(C1=CC=CC=C1)C1=CC=CC=C1.[Fe+2]